O=[Mo]=O cis-dioxomolybdenum